CC1=C(C=2N(C=C1C1=C(C=3N=C(SC3N1)C1CCC(CC1)NCC(=O)NC)C(C)C)N=CN2)C 2-((4-(5-(7,8-dimethyl-[1,2,4]triazolo[1,5-a]pyridin-6-yl)-6-isopropyl-4H-pyrrolo[3,2-d]thiazol-2-yl)cyclohexyl)amino)-N-methylacetamide